C(C)(C)C1=CC(=NN1)C(=O)N1CC2(CN(C2)C(=O)C=2SC=C(C2)C)C1 (5-Isopropyl-1H-pyrazol-3-yl)-[2-(4-methylthiophene-2-carbonyl)-2,6-diazaspiro[3.3]heptan-6-yl]methanone